4-hydroxybenzoic acid (3-methacryloyloxypropyl) ester C(C(=C)C)(=O)OCCCOC(C1=CC=C(C=C1)O)=O